COC1=CC(=C(C=C1)C=1C=C2C=CC(=NC2=CC1)N1CCC(CC1)C(=O)O)C(F)(F)F 1-(6-(4-methoxy-2-(trifluoromethyl)phenyl)quinolin-2-yl)piperidine-4-carboxylic acid